1-toluenesulfonyl-1H-indole-3-carboxylic acid ethyl ester C(C)OC(=O)C1=CN(C2=CC=CC=C12)S(=O)(=O)CC1=CC=CC=C1